(1-(7-Methoxyquinolin-5-yl)cyclopropyl)-2-methyl-5-((1-methylazetidin-2-yl)methoxy)benzamide COC1=CC(=C2C=CC=NC2=C1)C1(CC1)C=1C(=C(C(=O)N)C=C(C1)OCC1N(CC1)C)C